O[C@]1(C(CN2CCN(CC2)C2=NC(=NC(=C2)N2CCN(CC2)C)N2CCN(CC2)C)=O)CC[C@H]2[C@@H]3CCC4=CC(CC[C@]4(C)C3=CC[C@]12C)=O 17α-hydroxy-21-[4-[2,6-bis(4-methyl-1-piperazinyl)(4-pyrimidinyl)]-1-piperazinyl]pregna-4,9(11)-diene-3,20-dione